O1C(COCC1)(O)O dioxandiol